C1(C(CCCC1)C(=O)O)C(=O)O 1,2-Cyclohexanedicarboxylic acid